BrC1=CC=C(C=C1)N1N=C(C(=C1)[C@@H]1O[C@H](C(N1CCC1=CC=C(C=C1)OCC)=O)C)C1=CC=C(C=C1)F (2S,5S)-2-(1-(4-bromophenyl)-3-(4-fluorophenyl)-1H-pyrazol-4-yl)-3-(4-ethoxyphenethyl)-5-methyl-oxazolidin-4-one